(1S,4s)-4-benzylcyclohexane C(C1=CC=CC=C1)C1CCCCC1